C(N)(=N)C=1C=C(SC1)[C@@H](C)NC(=O)[C@H]1N(CC2(OCCO2)C1)C(CNC(=O)C=1C=CC=2C(C3=CC=C(C=C3C2C1)C)(F)F)=O (S)-N-((R)-1-(4-carbamimidoylthiophen-2-yl)ethyl)-7-((9,9-difluoro-6-methyl-9H-fluorene-3-carbonyl)glycyl)-1,4-dioxa-7-azaspiro[4.4]nonane-8-carboxamide